ClC=1C=CC(=C(C1)CO)I (5-Chloro-2-iodophenyl)methanol